chromium-cadmium [Cd].[Cr]